ClC=1C=CC(=C(C1)NS(=O)(=O)C1=CC=C(C(=O)NCCC=2C=NC=CC2)C=C1)OC 4-[(5-chloro-2-methoxyphenyl)sulfamoyl]-N-[2-(pyridin-3-yl)ethyl]benzamide